OCC(C(=O)N1N=C(C(=C1N(C)CC1=CC=CC=C1)C)C1C(N(CC1)C(=O)N1CC(CC1)O)C)(C)C 4-({[1-(3-Hydroxy-2,2-dimethylpropanoyl)-3-[1-(3-hydroxypyrrolidin-1-carbonyl)-2-methylpyrrolidin-3-yl]-4-methyl-1H-pyrazol-5-yl](methyl)amino}methyl)benzol